FC1=CNC2=NC=C(C=C21)OC2=C(C(=O)OC)C=CC(=C2)N2CCC1(CC(C1)=O)CC2 methyl 2-((3-fluoro-1H-pyrrolo[2,3-b]pyrid-5-yl)oxy)-4-(2-oxo-7-azaspiro[3.5]non-7-yl)benzoate